(±)-trans-4-(4-(4-(((isopentyl-(methyl)carbamoyl)oxy)methyl)-3-methylisoxazol-5-yl)phenoxy)tetrahydro-2H-pyran-2-carboxylic acid C(CC(C)C)N(C(=O)OCC=1C(=NOC1C1=CC=C(O[C@H]2C[C@@H](OCC2)C(=O)O)C=C1)C)C |r|